3-(3',5'-Bis(trifluoromethyl)-[1,1'-biphenyl]-4-yl)-6-fluoro-7-methoxy-2-methylquinolin-4(1H)-one FC(C=1C=C(C=C(C1)C(F)(F)F)C1=CC=C(C=C1)C1=C(NC2=CC(=C(C=C2C1=O)F)OC)C)(F)F